ClC=1C=CC2=C(C(CO2)NCCCCOCCNC2=NC3=C(C4=CN=CC=C24)C=CC(=C3)C(=O)OC)C1 Methyl 5-((2-(4-((5-chloro-2,3-dihydrobenzofuran-3-yl)amino)butoxy)ethyl)amino)benzo[c][2,6]naphthyridine-8-carboxylate